2,4,6-tripropyl-1,3,5,2λ5,4λ5,6λ5-trioxatriphosphinan-2,4,6-trioxide C(CC)P1(OP(OP(O1)(CCC)=O)(CCC)=O)=O